FC1=C(CN2N=C(C=C2)C2=CC=CC(=N2)C(CS(=O)(=O)N)O)C=C(C=C1)OC(F)(F)F 2-(6-(1-(2-fluoro-5-(trifluoromethoxy)benzyl)-1H-pyrazol-3-yl)pyridin-2-yl)-2-hydroxyethane-1-sulfonamide